NC1(CCN(CC1)C1=NC(=C2C(=N1)NN=C2C2=C(C(=CC=C2)Cl)Cl)C#N)CC2=CC=NC=C2 6-(4-Amino-4-(pyridin-4-ylmethyl)piperidin-1-yl)-3-(2,3-dichlorophenyl)-1H-pyrazolo[3,4-d]pyrimidine-4-carbonitrile